The molecule is a guaiacyl lignin that is found in Arabidopsis thaliana. It has a role as a plant metabolite. It is an alpha,beta-unsaturated monocarboxylic acid, a member of 1-benzofurans, a primary alcohol, a guaiacyl lignin and a member of guaiacols. It derives from a coniferol and a ferulic acid. COC1=CC(=CC2=C1OC(C2CO)C3=CC(=C(C=C3)O)OC)/C=C/C(=O)O